C1(CCCCC1)C=1OC(=CC(C1)=O)C1CCCCC1 2,6-dicyclohexyl-4-pyrone